1-(5-chloropyridin-2-yl)-1,4-diazepane ClC=1C=CC(=NC1)N1CCNCCC1